1-methyl-3-[2,6-(S)-dimethylOcten-2-yl]Imidazole CN1CN(C=C1)C(C)(C=CC[C@H](CC)C)C